potassium 2,4-diaminobutyrate NC(C(=O)[O-])CCN.[K+]